NC1=NC2=CC(=CC=C2C=C1Br)OC[C@H]1O[C@H]([C@@H]([C@@]1(O)C)O)N1C=CC2=C1N=CN=C2Cl (2R,3S,4R,5R)-2-{[(2-amino-3-bromoquinolin-7-yl)oxy]methyl}-5-(4-chloro-7H-pyrrolo[2,3-d]pyrimidin-7-yl)-3-methyltetrahydrofuran-3,4-diol